C(#N)C1=CC=C(C=C1)C=1C=C2CNCC2=CC1 5-(4-cyanophenyl)isoindolin